1-methyldimethoxysilyl-6-(4-methylpiperazin-1-yl)(triethoxysilylpropylamino)methylsilylhexane C[Si](C(CCCCCN1CCN(CC1)C)[SiH2]CNCCC[Si](OCC)(OCC)OCC)(OC)OC